C(C=C)N(S(=O)(=O)C(F)(F)F)S(=O)(=O)C(F)(F)F N-allyl-1,1,1-trifluoro-N-((trifluoromethyl)sulfonyl)methanesulfonamide